NC=1N=CC2=C(N1)C(=CN(C2=O)C=2C(=C(C=CC2F)NS(=O)(=O)C=2C(=NC=C(C2)Cl)OC)F)C(F)F N-(3-(2-amino-8-(difluoromethyl)-5-oxopyrido[4,3-d]pyrimidin-6(5H)-yl)-2,4-difluorophenyl)-5-chloro-2-methoxypyridine-3-sulfonic acid amide